F[C@H]1C[C@H](N2N=C(N=C21)N2C=NC=C2)C2=CC=CC=C2 (5s,7s)-7-fluoro-2-imidazol-1-yl-5-phenyl-6,7-dihydro-5H-pyrrolo[1,2-b][1,2,4]triazole